2,3-ditolyl-thiazole iodide [I-].C1(=C(C=CC=C1)C1SC=CN1C1=C(C=CC=C1)C)C